N-[1-(3-{5-[(R)-(1,3-Dimethyl-azetidin-3-yl)-hydroxy-(4-isopropyl-phenyl)-methyl]-pyridin-3-yl}-[1,2,4]oxadiazol-5-ylmethyl)-cyclopropyl]-acetamide CN1CC(C1)(C)[C@@](C=1C=C(C=NC1)C1=NOC(=N1)CC1(CC1)NC(C)=O)(C1=CC=C(C=C1)C(C)C)O